O=C1NC2=C(N1C1CC(C1)C(C(=O)N)C1=CC=C(C=C1)C(F)(F)F)C=CC=C2 ((1r,3r)-3-(2-oxo-2,3-dihydro-1H-benzo[d]imidazol-1-yl)cyclobutyl)-2-(4-(trifluoromethyl)phenyl)acetamide